FC1(CNC(N(C1)[C@H](COC)C1=CC(=NC=C1)NC([C@H](C1CCC(CC1)(F)F)NC(=O)C1=NOC=C1CC)=O)=O)F N-((S)-2-((4-((S)-1-(5,5-difluoro-2-oxotetrahydropyrimidin-1(2H)-yl)-2-methoxyethyl)pyridin-2-yl)amino)-1-(4,4-difluorocyclohexyl)-2-oxoethyl)-4-ethylisoxazole-3-carboxamide